C(#CC(C)C1=CC=CC=C1)C1=CC=CC=C1 But-1-yne-1,3-diyldibenzene